(2S,4R)-2-[6-amino-5-(tert-butoxycarbonylamino)pyridin-2-yl]-4-(difluoromethyl)-4-hydroxyPiperidine-1-carboxylic acid tert-butyl ester C(C)(C)(C)OC(=O)N1[C@@H](C[C@@](CC1)(O)C(F)F)C1=NC(=C(C=C1)NC(=O)OC(C)(C)C)N